C(C(C)C)OC(=O)NCC1=C(C=NN1C)C1=CC=C(C=N1)O[C@@H]1C[C@H](CCC1)C(=O)O (1S,3S)-3-((6-(5-(((isobutoxycarbonyl)amino)methyl)-1-methyl-1H-pyrazol-4-yl)pyridin-3-yl)oxy)cyclohexane-1-carboxylic acid